ClC1=CC=C(C=C1)NC=1C=C(C=CC1[C@H](CC)N1CCOCC1)[C@H](CC(=O)O)COC (S)-3-(3-((4-chlorophenyl)amino)-4-((S)-1-morpholinopropyl)phenyl)-4-methoxybutanoic acid